(R)-N-methyl-3-(2-iodophenoxy)-3-phenylpropylamine CNCC[C@H](C1=CC=CC=C1)OC1=C(C=CC=C1)I